C1=CSC(=C1)[C@@H](C(=O)O)N (R)-2-thienylglycine